2-(7-Bromo-4-(2-chloro-5-fluorophenoxy)-3-(1,3-dioxoisoindolin-2-yl)-5-(3-fluoro-5-(trifluoromethyl)benzamido)-1H-indazol-1-yl)acetic acid BrC=1C=C(C(=C2C(=NN(C12)CC(=O)O)N1C(C2=CC=CC=C2C1=O)=O)OC1=C(C=CC(=C1)F)Cl)NC(C1=CC(=CC(=C1)C(F)(F)F)F)=O